benzyl 8-methyl-4-(19-oxo-9-oxa-1,6,12,14,21-pentazatetracyclo[11.6.2.12,6.016,20]docosa-13,15,17,20-tetraen-18-yl)-2,3-dihydroquinoxaline-1-carboxylate CC=1C=CC=C2N(CCN(C12)C(=O)OCC1=CC=CC=C1)C1=CC2=CN=C3NCCOCCN4CCCC(N(C1=O)C2=N3)C4